COC1=C(C(=CC=C1)OC)N1C(=NC=2C1=NC(=CC2)CS(=O)(=O)N)C2=NC(=CC=C2)OCC 3-(2,6-dimethoxyphenyl)-2-(6-ethoxypyridin-2-yl)-3H-imidazo[4,5-b]pyridin-5-yl-methanesulfonamide